O1C(=CC=C1)C(=O)[O-].C(CCCCCC)N1C=[N+](C=C1)C 1-heptyl-3-methylimidazolium furanate